FC=1C=C(C=CC1)C=1C=C2C(=NC1)N(CN2CC=2C=NC=CC2)C 6-(3-Fluorophenyl)-3-methyl-1-(3-pyridylmethyl)imidazo[4,5-b]pyridin